(R)-5-(2-(dimethylamino)ethoxy)-N-(1-(3-(1-ethyl-1H-pyrazol-4-yl)-5-(1-methyl-1H-pyrazol-4-yl)phenyl)ethyl)-2-methylbenzamide CN(CCOC=1C=CC(=C(C(=O)N[C@H](C)C2=CC(=CC(=C2)C=2C=NN(C2)C)C=2C=NN(C2)CC)C1)C)C